CN(C(OC1=CC2=C(C(=C(C(O2)=O)CC2=C(C(=CC=C2)CCl)F)CN(C)C)C=C1)=O)C 3-(3-(chloromethyl)-2-fluorobenzyl)-4-((dimethylamino) methyl)-2-oxo-2H-benzopyran-7-yl dimethylcarbamate